C(C)[S@](=O)(=N)C1=C(C=C(NC=2C(=NC(=C(N2)C)C2=CC=CC=3N(C=NC32)C)C(=O)N)C=C1C)C |o1:2| rel-(R)-3-[4-(Ethylsulfonimidoyl)-3,5-dimethyl-anilino]-5-methyl-6-(1-methylbenzimidazol-4-yl)pyrazin-2-carboxamid